(Z)-3-(3-(3,5-bis(trifluoromethyl)phenyl)-1H-1,2,4-triazol-1-yl)-N-(2-oxoazetidin-1-yl)acrylamide FC(C=1C=C(C=C(C1)C(F)(F)F)C1=NN(C=N1)\C=C/C(=O)NN1C(CC1)=O)(F)F